NC1=C(C=NN1[C@H](C(F)(F)F)C)C#N 5-Amino-1-[(1S)-2,2,2-trifluoro-1-methyl-ethyl]pyrazole-4-carbonitrile